7-bromo-1-methyl-2H,3H-pyrido[3,4-b][1,4]oxazine BrC1=CC2=C(OCCN2C)C=N1